4'-[(4-{3-(cyanomethyl)-3-[4-(7H-pyrrolo[2,3-d]pyrimidin-4-yl)-1H-pyrazol-1-yl]azetidin-1-yl}piperidin-1-yl)carbonyl]-2'-fluorobiphenyl-2-carbonitrile C(#N)CC1(CN(C1)C1CCN(CC1)C(=O)C1=CC(=C(C=C1)C=1C(=CC=CC1)C#N)F)N1N=CC(=C1)C=1C2=C(N=CN1)NC=C2